C(N)(=O)C1=C(N(N=C1C1=CC=C(C=C1)CC(=O)NC1=CC(=NO1)C1C(C1)(C)C)C(C)C)NC(OC(C)(C)C)=O tert-Butyl N-[4-carbamoyl-5-[4-[2-[[3-(2,2-dimethylcyclopropyl)isoxazol-5-yl]amino]-2-oxo-ethyl]phenyl]-2-isopropyl-pyrazol-3-yl]carbamate